(3-sulfonatopropyl)-4,7,10-triazatridecane-4,7,10-triium-1,13-disulfonate S(=O)(=O)([O-])CCCOS(=O)(=O)CCC[NH2+]CC[NH2+]CC[NH2+]CCCS(=O)(=O)[O-]